4-{2-[(5-Fluoropyridin-2-yl)amino]-2-oxoethyl}-6-[(+-)-1-methoxyprop-2-yl]-5,8-dioxo-5,6,7,8-tetrahydro-4H-pyrazolo[1,5-a]pyrrolo[3,4-d]pyrimidine-2-carboxylic acid phenyl ester C1(=CC=CC=C1)OC(=O)C1=NN2C(N(C3=C(C2=O)CN(C3=O)[C@@H](COC)C)CC(=O)NC3=NC=C(C=C3)F)=C1 |r|